5-((4-methoxybenzyl)amino)-8-(1-(tetrahydro-2H-pyran-2-yl)-1H-pyrazol-5-yl)imidazo[1,2-c]quinazoline-2-carboxylic acid ethyl ester C(C)OC(=O)C=1N=C2N(C(=NC=3C=C(C=CC23)C2=CC=NN2C2OCCCC2)NCC2=CC=C(C=C2)OC)C1